C(C1=CC=CC=C1)OC1CC(C1)OC1=CC=C(C=C1)[N+](=O)[O-] 1-((1r,3r)-3-(benzyloxy)cyclobutoxy)-4-nitrobenzene